Bis(methacryloyloxypropyl)hydrogenphosphat C(C(=C)C)(=O)OCCCOP(=O)(O)OCCCOC(C(=C)C)=O